6-chloro-3-(((R)-1-(3,6-dimethyl-2-(1-methyl-1H-pyrazol-4-yl)-4-oxo-4H-chromen-8-yl)ethyl)amino)-N-((1R,2S)-2-fluorocyclopropyl)picolinamide ClC1=CC=C(C(=N1)C(=O)N[C@H]1[C@H](C1)F)N[C@H](C)C=1C=C(C=C2C(C(=C(OC12)C=1C=NN(C1)C)C)=O)C